CNC[C@H]1CCOC2=C(C=CC=C12)C1=CC(=NC=C1)C(F)(F)F (S)-N-methyl-1-[8-[2-(trifluoromethyl)-4-pyridyl]chroman-4-yl]methanamine